O1COC2=C1C=CC(=C2)C(C)N2CCN(CC2)C=2SC=C(N2)CCl 2-(4-(1-(benzo[d][1,3]dioxol-5-yl)ethyl)piperazin-1-yl)-4-(chloromethyl)thiazole